(1R,5S,6r)-N-(1H-pyrazolo[3,4-c]pyridin-5-yl)bicyclo[3.1.0]hexane-6-carboxamide N1N=CC=2C1=CN=C(C2)NC(=O)C2[C@H]1CCC[C@@H]21